O=C[C@H](O)[C@@H](O)[C@H](O)[C@H](O)CO r-glucose